ClC1=NC=CC(=N1)CNC(=O)C1(CN(C(C1)=O)C1=CC(=CC(=C1)Cl)Cl)C N-[(2-Chloropyrimidin-4-yl)methyl]-1-(3,5-dichlorophenyl)-3-methyl-5-oxopyrrolidin-3-carboxamid